C(C1=CC=CC=C1)N1CC([C@@H](CC1)N1CCC2(CCN(CC2)C(=O)OC(C)(C)C)CC1)(F)F |r| Racemic-tert-butyl 9-(1-benzyl-3,3-difluoropiperidin-4-yl)-3,9-diazaspiro[5.5]undecane-3-carboxylate